(1r,3s)-3-acetamido-N-(4-(5,5-dimethyl-5,6-dihydro-4H-pyrrolo[1,2-b]pyrazol-3-yl)-5-fluoropyridin-2-yl)cyclohexanecarboxamide C(C)(=O)N[C@@H]1C[C@@H](CCC1)C(=O)NC1=NC=C(C(=C1)C1=C2N(N=C1)CC(C2)(C)C)F